FC1(CCC(CC1)[C@@H](C=1N=C2N(N=CC(=C2)[C@H](C)NC(CCC(F)(F)F)=O)C1)NC(OC(C)(C)C)=O)F |o1:16| tert-butyl ((S)-(4,4-difluorocyclohexyl)(7-((S*)-1-(4,4,4-trifluorobutanamido)ethyl)imidazo[1,2-b]pyridazin-2-yl)methyl)carbamate